5-Chloro-3-(2-oxopropoxy)benzofuran-2-carboxylic acid ClC=1C=CC2=C(C(=C(O2)C(=O)O)OCC(C)=O)C1